N-ethyl-2-(1-phenyl-1H-pyrazol-4-yl)-N-[(3R)-piperidin-3-yl]-1,3-thiazole-4-carboxamide C(C)N(C(=O)C=1N=C(SC1)C=1C=NN(C1)C1=CC=CC=C1)[C@H]1CNCCC1